FC(COC=1N=C2N(C=CC=C2)C1I)F (2,2-difluoroethoxy)-3-iodoimidazo[1,2-a]pyridine